5-tetrahydrofurandimethanol sulfate S(=O)(=O)(O)OCC1CCC(O1)CO